(rac)-2-[6-amino-5-(trifluoromethyl)pyridin-3-yl]-N-[2-(3-fluorophenyl)propan-2-yl]-6,7-dihydrospiro[pyrazolo[5,1-c][1,4]oxazine-4,3'-pyrrolidine]-1'-carboxamide NC1=C(C=C(C=N1)C1=NN2C(=C1)[C@@]1(CN(CC1)C(=O)NC(C)(C)C1=CC(=CC=C1)F)OCC2)C(F)(F)F |r|